COC(CC1=CC=C(C=C1)OCCN1CCSCC1)=O [4-(2-thiomorpholinoethoxy)phenyl]acetic acid methyl ester